NCCNC(=O)OC(C)(C)C 2-aminoethyl-tert-butoxycarboxamide